N-(2-hydroxy-6-methoxyphenyl)-1-(2-methylpropyl)-1,2,3-benzotriazole-5-carboxamide OC1=C(C(=CC=C1)OC)NC(=O)C1=CC2=C(N(N=N2)CC(C)C)C=C1